C(CCCCC)C1(C2=CC(=CC=C2C=2C=CC=CC12)C#C[Si](C)(C)C)CCCCCC 9,9-dihexyl-7-((trimethylsilyl)ethynyl)fluorene